1-methyl-1,2-dihydropyridin-2-one CN1C(C=CC=C1)=O